[Zr].[Cr].[Al].FC(C1=CC=C(C=C1)N1N=C(C=C1C(C)C)N1CCNCC1)F 1-[1-[4-(difluoromethyl)phenyl]-5-isopropyl-pyrazol-3-yl]piperazine aluminum-chromium-zirconium salt